CC1=NC(=CC(=C1)N1C(OCC1)=O)N1N=CC(=C1)CN1C[C@@H](N[C@@H](C1)C=1C(=C2COC(C2=CC1)=O)C)C 3-(2-methyl-6-(4-(((3S,5R)-3-methyl-5-(4-methyl-1-oxo-1,3-dihydroisobenzofuran-5-yl)piperazin-1-yl)methyl)-1H-pyrazol-1-yl)pyridin-4-yl)oxazolidin-2-one